tert-butyl 4,4-dimethyl-6-phenylhexanoate CC(CCC(=O)OC(C)(C)C)(CCC1=CC=CC=C1)C